N1(CCC1)[C@@H]1C[C@@H]2N(C([C@H](CC1)NC(=O)OC(C)(C)C)=O)[C@@H](CC2)C(=O)O (3S,6S,9S,10aR)-9-(azetidin-1-yl)-6-((tert-butoxycarbonyl)amino)-5-oxodecahydropyrrolo[1,2-a]azocine-3-carboxylic acid